CN(C1CN(CC1)C=1C=CC(=NC1)NC1=CC(=NC=2C=CNC(C12)=O)C1=C(C=C(C=C1)NC(=O)C1CCCCC1)F)C N-(4-(4-((5-(3-(dimethyl-amino)pyrrolidin-1-yl)pyridin-2-yl)amino)-5-oxo-5,6-dihydro-1,6-naphthyridin-2-yl)-3-fluorophenyl)cyclohexane-carboxamide